lithium manganous phosphate P(=O)([O-])([O-])[O-].[Mn+2].[Li+]